5-(2-oxoindolin-5-yl)pyridin O=C1NC2=CC=C(C=C2C1)C=1C=CC=NC1